[Si](C)(C)(C(C)(C)C)OC[C@@H]1[C@H](CCC1)NC (1S,2S)-2-[[tert-butyl(dimethyl)silyl]oxymethyl]-N-methyl-cyclopentanamine